BrC1=C(C=CC(=C1)C)OCCOCC1=C(C=CC=C1)Br 2-bromo-1-(2-((2-bromophenyl-methyl)oxy)ethoxy)-4-methylbenzene